N-(2-Chloropyridin-4-yl)-9-((3-methylbenzylidene)amino)-2-morpholino-9H-purin-6-amine ClC1=NC=CC(=C1)NC1=C2N=CN(C2=NC(=N1)N1CCOCC1)N=CC1=CC(=CC=C1)C